CC=1C=C(C=C2C=NNC12)C[C@H](C(=O)N1CCN(CC1)C1CCN(CC1)C)NC(=O)N1CCC2(C(NC3=NC=CC=C32)=O)CC1 (R)-N-(3-(7-methyl-1H-indazol-5-yl)-1-(4-(1-methylpiperidin-4-yl)piperazin-1-yl)-1-oxopropane-2-yl)-2'-oxo-1',2'-dihydrospiro[piperidine-4,3'-pyrrolo[2,3-b]pyridine]-1-carboxamide